OC1=C(C=CC(=C1)CCCCCCCCCCCCCCC)C=NNC(C1=CC(=C(C=C1)OC)OC)=O N'-[(2-hydroxy-4-pentadecylphenyl)methylene]-3,4-dimethoxybenzoyl-hydrazine